methanesulfonic acid 3-cyano-9-ethyl-6,6-dimethyl-11-oxo-6,11-dihydro-5H-benzo[b]carbazol-8-yl ester C(#N)C1=CC=C2C=3C(C4=C(C(C3NC2=C1)(C)C)C=C(C(=C4)CC)OS(=O)(=O)C)=O